CC(CC(CN)C)N 1,3-dimethylbutane-1,4-diamine